(4E,5R)-4-ethylidene-6-methylidene-1,3,4,5,6,7-hexahydro-2,5-ethanoazocino[4,3-b]indole C(/C)=C\1/[C@@H]2C(C=3NC=4C=CC=CC4C3CN(C1)CC2)=C